methyl-pyridazine-3,5-diamine iron [Fe].CC1=C(N=NC=C1N)N